(7α,17β)-7-[9-[(4,4,5,5,5-pentafluoropentyl)sulfinyl]nonyl]-estra-1,3,5(10)-triene-3,17-diol FC(CCCS(=O)CCCCCCCCC[C@H]1[C@H]2[C@@H]3CC[C@@H]([C@@]3(C)CC[C@@H]2C=2C=CC(=CC2C1)O)O)(C(F)(F)F)F